2-[(E)-[(1S)-1-(hydroxymethyl)-2,2-dimethylpropyl]iminomethyl]-4,6-diiodo-phenol OC[C@H](C(C)(C)C)\N=C\C1=C(C(=CC(=C1)I)I)O